8-methyl-2-(2-methylbenzyl)-N-[(2R*)-pyrrolidin-2-ylmethyl]-4,5-dihydro-2H-furo[2,3-g]indazole-7-carboxamide CC1=C(OC=2CCC3=CN(N=C3C21)CC2=C(C=CC=C2)C)C(=O)NC[C@@H]2NCCC2 |o1:25|